N-(tert-butoxycarbonyl)-O-(1,1,1-trifluoro-2-methylpropan-2-yl)-Z-serine C(C)(C)(C)OC(=O)N[C@@H](COC(C(F)(F)F)(C)C)C(=O)O